COC(=O)C=1C(=CC=CC1)C=1C(=CC=CC1)C1=CC=CC=C1 [1,1':2',1'']terphenyl-2-carboxylic acid methyl ester